(cis)-4-(4-bromo-2-oxo-2,3-dihydro-1H-1,3-benzodiazol-1-yl)-N-(3-cyano-4-methoxyphenyl)cyclohexane-1-carboxamide BrC1=CC=CC=2N(C(NC21)=O)[C@H]2CC[C@H](CC2)C(=O)NC2=CC(=C(C=C2)OC)C#N